2-(4-Methylisoquinolin-1-yl)propan-2-amine CC1=CN=C(C2=CC=CC=C12)C(C)(C)N